2,5-dimethylbenzo[d]thiazol CC=1SC2=C(N1)C=C(C=C2)C